6-ethyl-1,6-nonadiene C(C)C(CCCC=C)=CCC